FC1CCCC2CCCCC12 Fluoro-trans-decalin